C(C)(=O)NC1(CCCCC1)O trans-acetamidocyclohexanol